C(C(=C)C)(=O)OCCC1=CC(=CC(=C1)O)N1N=C2C(=N1)C=CC=C2 2-[3-(2H-Benzotriazol-2-yl)-5-hydroxyphenyl]ethyl methacrylate